OCC=1C(=CC(=NC1)C=C)C1=NC=2C=CC3=C(C2C=C1)C1=C(S3)C(N[C@@H](CN1)C)=O (R)-3-(5-(hydroxymethyl)-2-vinylpyridin-4-yl)-10-methyl-9,10,11,12-tetrahydro-8H-[1,4]diazepino[5',6':4,5]thieno[3,2-f]quinolin-8-one